(5-{[1-(cyclopropylmethyl)pyrazol-3-yl]oxy}-2-fluorophenyl)(oxo)acetic acid C1(CC1)CN1N=C(C=C1)OC=1C=CC(=C(C1)C(C(=O)O)=O)F